N=1NN=NC1C1=CC=C(C=C1)S(=O)(=O)N 4-(2H-tetrazol-5-yl)benzenesulfonamide